N-(2-cyclopropyl-1-(3-fluoro-4-((methoxymethoxy)methyl)phenyl)ethyl)-5-methyl-N-(prop-2-yn-1-yl)thiazol-2-amine C1(CC1)CC(C1=CC(=C(C=C1)COCOC)F)N(C=1SC(=CN1)C)CC#C